3-((4-(3-((((R)-1-(2-chloro-phenyl)ethoxy)carbonyl)-amino)thiophen-2-yl)phenyl)-carbamoyl)-2,2-difluorocyclopropane-1-carboxylic acid ClC1=C(C=CC=C1)[C@@H](C)OC(=O)NC1=C(SC=C1)C1=CC=C(C=C1)NC(=O)C1C(C1C(=O)O)(F)F